N6-[(1-aminocyclopropyl)methyl]-1-(trideuteriomethyl)-N4-[6-(trifluoromethyl)-3-pyridyl]pyrazolo[3,4-d]pyrimidine-4,6-diamine NC1(CC1)CNC1=NC(=C2C(=N1)N(N=C2)C([2H])([2H])[2H])NC=2C=NC(=CC2)C(F)(F)F